N-(5-fluoroisoquinolin-8-yl)-3-methoxy-4-[(1R,4R)-5-methyl-2,5-diazabicyclo[2.2.1]heptan-2-yl]benzamide FC1=C2C=CN=CC2=C(C=C1)NC(C1=CC(=C(C=C1)N1[C@H]2CN([C@@H](C1)C2)C)OC)=O